gamma-glycidoxypropyltri-methoxysilane C(C1CO1)OCCC[Si](OC)(OC)OC